ClC=1C=CC(=C(C1)N1CC(CCC1)N1N=CC(=C1C(F)F)C(=O)O)C1=CC=C(C=C1)N1CCN(CC1)CC(F)(F)F 1-[1-[5-Chloro-2-[4-[4-(2,2,2-trifluoroethyl)piperazin-1-yl]phenyl]phenyl]-3-piperidyl]-5-(difluoromethyl)pyrazole-4-carboxylic acid